ClC=1C=CC(=C(C1)C1=CC(=C(N=N1)SCC1OC(CCC1)=O)NC1=CC(=NC=C1)NC(CCN1CCN(CC1)C)=O)F N-(4-{[6-(5-chloro-2-fluorophenyl)-3-{[(6-oxooxan-2-yl)methyl]sulfanyl}pyridazin-4-yl]amino}pyridin-2-yl)-3-(4-methylpiperazin-1-yl)propanamide